C[C@@H]1CN(C[C@@H](O1)C)C(=O)C=1C2=C(N(N1)CC(=O)N1CCC(CC1)OC1=C(C=C(C=C1F)F)F)CCC2 2-{3-[(2R,6S)-2,6-dimethylmorpholine-4-carbonyl]-5,6-dihydrocyclopenta[c]pyrazol-1(4H)-yl}-1-[4-(2,4,6-trifluorophenoxy)piperidin-1-yl]ethan-1-one